2-[[1-(Difluoromethyl)cyclopropyl]methoxy]spiro[3.3]heptane-6-carboxylic acid FC(C1(CC1)COC1CC2(C1)CC(C2)C(=O)O)F